(S)-2-Amino-1-(3-((4-methoxybenzyl)oxy)-2,6-dimethylphenyl)-5-(2-(methoxymethyl)pyrrolidin-1-yl)-6-methyl-1H-pyrrolo[2,3-b]pyridine-3-carbonitrile NC1=C(C=2C(=NC(=C(C2)N2[C@@H](CCC2)COC)C)N1C1=C(C(=CC=C1C)OCC1=CC=C(C=C1)OC)C)C#N